BrC1=C(C=C(C=C1)C#CC)OC 1-Bromo-2-methoxy-4-(1-propynyl)benzene